(2-(hydroxyimino)ethyl)(ethyl)phosphinic acid ON=CCP(O)(=O)CC